C(CCCCCCC)C=CC1=CC=CC=C1 octyl-styrene